N-(1'-(2-(1-methoxycyclobutyl)-6-methylpyrimidin-4-yl)-1',2'-dihydrospiro[cyclopropane-1,3'-pyrrolo[3,2-c]pyridin]-6'-yl)acetamide COC1(CCC1)C1=NC(=CC(=N1)N1CC2(C=3C=NC(=CC31)NC(C)=O)CC2)C